ClC1=CC=C(C=C1)C1C(N(CC(N1CC1=CC=C(C=C1)Cl)=O)C1CCCC1)=O 3-(4-chlorophenyl)-4-[(4-chlorophenyl)methyl]-1-cyclopentylpiperazine-2,5-dione